COC=1C=C(C=C(C1OC)OC)NC1=C2C=C(NC2=CC(=C1)NC(C)=O)C(=O)OCC Ethyl 4-((3,4,5-trimethoxyphenyl) amino)-6-acetylamino-1H-indole-2-carboxylate